Cyclopropyl-triisopropoxysilane 2-acetyl-1,3-phenylenebis(3-iodobenzoate) C(C)(=O)C1=C(C=CC=C1C1=C(C(=O)O)C=CC=C1I)C1=C(C(=O)O)C=CC=C1I.C1(CC1)[Si](OC(C)C)(OC(C)C)OC(C)C